ClC=1C(=NC(=NC1)NC1=C(C=C(C=C1)N1CCC2(CCN(CC2)CC(=O)OC(C)(C)C)CC1)OC)NC1=C(C=CC=C1)N(S(=O)(=O)C)C tertiary butyl 2-(9-(4-((5-chloro-4-((2-(N-methylmethylsulfonamido)phenyl)amino)pyrimidin-2-yl)amino)-3-methoxyphenyl)-3,9-diazaspiro[5.5]undecan-3-yl)acetate